ClC1=C(C=CC=C1C1C(NC(CC1)=O)=O)C1=CC=C(C=C1)COC1=NN(C=C1)C 3-(2-chloro-4'-(((1-methyl-1H-pyrazol-3-yl)oxy)methyl)-[1,1'-biphenyl]-3-yl)piperidine-2,6-dione